BrC1=CC=C(C=N1)OC1=CC=NC2=CC(=C(C=C12)OC)OC 4-((6-bromopyridin-3-yl)oxy)-6,7-dimethoxyquinoline